C1(CC1)NC(=O)C=1C=C(C2=C(C(CO2)C2=C3C=CN(C3=CC=C2)C)C1)C(=O)NC N5-Cyclopropyl-N7-methyl-3-(1-methyl-1H-indol-4-yl)-2,3-dihydrobenzofuran-5,7-dicarboxamid